C(#N)C1=CN(C2=NC=CC(=C21)OC2=C(C=C(C=C2F)NC(OC2=CC=CC=C2)=O)F)COCC[Si](C)(C)C phenyl {4-[(3-cyano-1-{[2-(trimethylsilyl)ethoxy]methyl}-1H-pyrrolo[2,3-b]pyridin-4-yl)oxy]-3,5-difluorophenyl}carbamate